C(=O)=O.[He] Helium carbon dioxide